isobutyl (1-(5-(3-cyano-6-ethoxypyrazolo[1,5-a]pyridin-4-yl)pyridin-2-yl)-4-methylpiperidin-4-yl)carbamate C(#N)C=1C=NN2C1C(=CC(=C2)OCC)C=2C=CC(=NC2)N2CCC(CC2)(C)NC(OCC(C)C)=O